NC1=NC=2C=NC(=CC2C2=C1COC2)C(=O)N([C@H](C)C2=NC=CC=N2)CC=2C=C1C(=CN2)OCCC1 4-amino-N-(3,4-dihydro-2H-pyrano[2,3-c]pyridin-6-ylmethyl)-N-((1R)-1-(2-pyrimidinyl)ethyl)-1,3-dihydrofuro[3,4-c][1,7]naphthyridine-8-carboxamide